hydroxy-1-isopropyl-4-oxo-1,4-dihydropyridine-2,5-dicarboxamide OC1=C(N(C=C(C1=O)C(=O)N)C(C)C)C(=O)N